(Z)-4-(1,4,4,4-tetrafluoro-3-(3,4,5-trichlorophenyl)but-1-en-1-yl)-1-naphthoic acid F\C(=C/C(C(F)(F)F)C1=CC(=C(C(=C1)Cl)Cl)Cl)\C1=CC=C(C2=CC=CC=C12)C(=O)O